FC1(CC(C1)CN(N1C(C2=CC(=CC=C2C1)C=1OC(=NN1)C(F)F)=O)C)F 2-{[(3,3-difluorocyclobutyl)methyl](methyl)amino}-6-[5-(difluoromethyl)-1,3,4-oxadiazol-2-yl]-2,3-dihydro-1H-isoindol-1-one